NC=1C=C(C(=O)C2=CC=CC=3C4=CC=CC=C4NC23)C=C(C1)N 3,5-diaminobenzoyl-carbazole